2-[(2E)-2-(aminomethyl)-3-fluoroprop-2-en-1-yl]-4-[5-(pyridin-3-ylethynyl)thiophen-2-yl]methyl-2,4-dihydro-3H-1,2,4-triazol-3-one hydrochloride Cl.NC/C(/CN1N=CN(C1=O)CC=1SC(=CC1)C#CC=1C=NC=CC1)=C\F